7-(4-methylpiperazin-1-yl)propoxy-6-methoxy-4-oxo-1,4-dihydro-3-quinolinecarbonitrile CN1CCN(CC1)CCCOC1=C(C=C2C(C(=CNC2=C1)C#N)=O)OC